3-(azetidin-3-yloxy)-4-nitro-1-((2-(trimethylsilyl)ethoxy)methyl)-1H-pyrazole N1CC(C1)OC1=NN(C=C1[N+](=O)[O-])COCC[Si](C)(C)C